tert-butyl (3S)-3-((8-carbamoyl-6-(4-((3-(trifluoromethyl)morpholino)methyl)phenyl)pyrido[3,2-d]pyrimidin-4-yl)amino)piperidine-1-carboxylate C(N)(=O)C1=CC(=NC2=C1N=CN=C2N[C@@H]2CN(CCC2)C(=O)OC(C)(C)C)C2=CC=C(C=C2)CN2C(COCC2)C(F)(F)F